CC1(OB(OC1(C)C)N1C=C2C3(CC(CC=C13)=O)C=CC=C2)C 5-(4,4,5,5-tetramethyl-1,3,2-dioxaborolan-2-yl)-1H-benzo[c]indol-2-one